METHANESULFONIC ACID CS(=O)(=O)O